2-(cyanoethyl)pyridine 4-(methoxycarbonyl)phenyl-terephthalate COC(=O)C1=CC=C(C=C1)C1=C(C(=O)O)C=CC(=C1)C(=O)O.C(#N)CCC1=NC=CC=C1